NC1=NC=NC=2C3=C(CC(C12)(C)C)C(=C(C=C3)OC)NC[C@@H]3CNC(O3)=O (5R)-5-[[(4-amino-8-methoxy-5,5-dimethyl-6H-benzo[H]quinazolin-7-yl)amino]methyl]oxazolidin-2-one